N-[2-(3-chlorophenyl)propan-2-yl]-4-[(2-imino-2,3-dihydro-1,3-oxazol-3-yl)methyl]-1H-1,3-benzodiazol-2-amine ClC=1C=C(C=CC1)C(C)(C)NC1=NC2=C(N1)C=CC=C2CN2C(OC=C2)=N